3-chloro-2'-(2-fluoro-3-(methylsulfonyl)phenyl)-5',6-dimethyl-4-((1S,2S)-2-(4,4,5,5-tetramethyl-1,3,2-dioxaborolan-2-yl)cyclopropyl)-2H-[1,4'-bipyridin]-2-one ClC=1C(N(C(=CC1[C@@H]1[C@H](C1)B1OC(C(O1)(C)C)(C)C)C)C1=CC(=NC=C1C)C1=C(C(=CC=C1)S(=O)(=O)C)F)=O